(2S,6S)-2,6-dimethyl-1,2,3,6-tetrahydropyridin C[C@@H]1N[C@H](C=CC1)C